BrC1=CC=CC=2SC3=C(C21)C=C(C=C3)Cl 1-Bromo-8-chlorodibenzothiophene